Cl.C(C1=CC=CC=C1)OC1=CC=C(C=C1)CCC(C)N 4-(4-benzyloxyphenyl)-2-butylamine hydrochloride